2-(4-bromophenyl)glutaric acid BrC1=CC=C(C=C1)C(C(=O)O)CCC(=O)O